octyl-tetralinamine C(CCCCCCC)C1(CCCC2=CC=CC=C12)N